FC1(C[C@H](NC1=O)COC1=NC=C(C2=CC(=C(C=C12)OC(C)C)C(=O)N)C#CC1CCOCC1)F (S)-1-((4,4-difluoro-5-oxopyrrolidin-2-yl)methoxy)-7-isopropoxy-4-((tetrahydro-2H-pyran-4-yl)ethynyl)isoquinoline-6-carboxamide